ethyl 4-chloro-5-cyano-2-[2-(4-fluorophenyl)ethyl]-6-isobutyl-pyridine-3-carboxylate ClC1=C(C(=NC(=C1C#N)CC(C)C)CCC1=CC=C(C=C1)F)C(=O)OCC